5-(2-ethoxy-3-pyridinyl)-1-isopropyl-N-[(4-methoxypyrimidin-5-yl)methyl]-3-methyl-pyrazolo[4,3-b]pyridin-7-amine C(C)OC1=NC=CC=C1C1=CC(=C2C(=N1)C(=NN2C(C)C)C)NCC=2C(=NC=NC2)OC